C(C)OC1=CC=C(C2=CC=CC=C12)[S+]1CCCC1 1-(4-ethoxynaphthyl)tetrahydrothiophenium